Cl.FC=1C(=CC=C2C(=NN(C12)C)C1C(NC(CC1)=O)=O)C1CCNCC1 3-(7-fluoro-1-methyl-6-(piperidin-4-yl)-1H-indazol-3-yl)piperidine-2,6-dione hydrochloride